C1=CC=C(C=2SC3=C(C21)C=CC=C3)C=3C=C(C=CC3)C3=CC=C(C=C3)C3=CN=C2C(=N3)OC3=C2C=2C=CC=CC2C=C3 9-[3'-(Dibenzothien-4-yl)biphenyl-4-yl]naphtho[1',2':4,5]furo[2,3-b]pyrazine